BrC1=C(C2=C(N(S(N2CC2=CC=C(C=C2)OC)(=O)=O)C)C=C1)F 5-bromo-4-fluoro-3-(4-methoxybenzyl)-1-methyl-1,3-dihydrobenzo[c][1,2,5]thiadiazole 2,2-dioxide